FC(OC1=CC=C(C=C1)C1=CC=C(C=C1)C=C)(F)F 4-(trifluoromethoxy)-4'-vinyl-1,1'-biphenyl